1-[4-(N-Methoxy-N-methyl-amino)-6-prop-2-ynylamino-[1,3,5]triazin-2-ylamino]-propan-2-ol CON(C)C1=NC(=NC(=N1)NCC#C)NCC(C)O